tert-butyl 3-(4-(6-chloro-4-isopropyl-2,7-naphthyridin-1-yl)-1H-pyrazol-1-yl)azetidine-1-carboxylate ClC=1C=C2C(=CN=C(C2=CN1)C=1C=NN(C1)C1CN(C1)C(=O)OC(C)(C)C)C(C)C